NCC=1C=CC(=NC1C)C1=C(C(=NO1)C)NC(O[C@H](C)C1=C(C=CC=C1)Cl)=O (R)-1-(2-chlorophenyl)ethyl (5-(5-(aminomethyl)-6-methylpyridin-2-yl)-3-methylisoxazol-4-yl)carbamate